BrC(=CC1=C(C=C(C=C1)F)CS(=O)(=O)N)Br (2-(2,2-Dibromovinyl)-5-fluorophenyl)methanesulfonamide